9-benzyl-8-(6-fluoro-4-methylpyridin-3-yl)-6-(1-methylcyclopropoxy)-9H-purine C(C1=CC=CC=C1)N1C2=NC=NC(=C2N=C1C=1C=NC(=CC1C)F)OC1(CC1)C